ClC1=NC=CC=C1CCC(CCCCCOC1CN(C1)C(=O)OC(C)(C)C)=O tert-butyl 3-(8-(2-chloropyridin-3-yl)-6-oxooctyloxy)azetidine-1-carboxylate